C(C)OC(=O)C=1C(OC=2CCC(C(C2C1)=O)(C)C)=O 6,6-dimethyl-2,5-dioxo-5,6,7,8-tetrahydro-2H-chromene-3-carboxylic acid ethyl ester